C[C@H]1C[C@@H]2[C@H](C[C@]3([C@H]1[C@H](CC3=O)O)C)C(=C)C(=O)O2 The molecule is a pseudoguaianolide that is decahydroazuleno[6,5-b]furan-2(3H)-one substituted by a hydroxy group a position 7, an oxo group at position 5, methyl groups at positions 4a and 8 and a methylidene group at position 3. It has been isolated from the aerial parts of Inula hupehensis. It has a role as a metabolite, a plant metabolite and an anti-inflammatory agent. It is a pseudoguaianolide, a gamma-lactone, a cyclic ketone, an organic heterotricyclic compound and a secondary alcohol.